CC1(CNC1)C1=CC=CC=C1 3-methyl-3-phenylazetidine